5-(3-(5-chloro-6-fluoro-2,3-dihydrobenzofuran-2-yl)phenyl)-1H-tetrazole ClC=1C(=CC2=C(CC(O2)C=2C=C(C=CC2)C2=NN=NN2)C1)F